dimethylsilyl-(tetramethylcyclopentadienyl)(3-trisilylmethylcyclopentadienyl)hafnium C[SiH](C)[Hf](C1C=C(C=C1)C([SiH3])([SiH3])[SiH3])C1(C(=C(C(=C1)C)C)C)C